FC1([C@H](C12CCN(CC2)S(=O)(=O)N)C2=NOC(=N2)C2=C1C(=NN2C)CCC1)F (2R)-1,1-difluoro-2-[5-(2-methyl-2,4,5,6-tetrahydrocyclopenta[c]pyrazol-3-yl)-1,2,4-oxadiazol-3-yl]-6-azaspiro[2.5]octane-6-sulfonamide